C(C)(C)(C)C1=C(C(=O)OO)C=CC=C1.C(C)(C)(C)OOC(C1=CC=CC=C1)=O tert-butylperoxybenzoate (tert-butyl peroxybenzoate)